(S)-4-tertiary butyl-2-(2-pyridyl)-4,5-dihydrooxazole C(C)(C)(C)[C@@H]1N=C(OC1)C1=NC=CC=C1